C1(CCCC1)[C@@H](C(=O)NC1=CC=C(C=C1)C=1C(=[N+](C=CC1C)[O-])C)NC(=O)C1=CC=C2N1CCN(C2)C (S)-3-(4-(2-cyclopentyl-2-(2-methyl-1,2,3,4-tetrahydropyrrolo[1,2-a]pyrazine-6-carboxamido)acetamido)phenyl)-2,4-dimethylpyridine 1-oxide